(R)-2,4-dihydroxy-3,3-dimethyl-1-(1-methyl-5-(8-oxa-2-azaspiro[4.5]decane-2-carbonyl)-1H-pyrrol-2-yl)butan-1-one O[C@@H](C(=O)C=1N(C(=CC1)C(=O)N1CC2(CC1)CCOCC2)C)C(CO)(C)C